diethyl (Z)-2-((dimethylamino) methylene)-3-oxosuccinate CN(C)\C=C(/C(=O)OCC)\C(C(=O)OCC)=O